C(C)(C)(C)C1=CC=C(C=C1)N(C(=O)N1[C@H](CCC1)C(=O)OC)C(C(=O)O)C=1C=NC=C(C1)F 2-((R)-N-(4-(tert-butyl)phenyl)-2-(methoxycarbonyl)pyrrolidine-1-carboxamido)-2-(5-fluoropyridin-3-yl)acetic acid